COC1=C(C(=NN1C)C)CC#N 2-(5-methoxy-1,3-dimethyl-pyrazol-4-yl)acetonitrile